O=C1N(C(C=C1)=O)CCC(=O)N(C)CCCOC1=CC(=CC2=C1NC(=N2)NC(=O)C2=CC(=NN2CC)C)C(=O)O 7-(3-(3-(2,5-dioxo-2,5-dihydro-1H-pyrrol-1-yl)-N-methylpropanamido)propoxy)-2-(1-ethyl-3-methyl-1H-pyrazole-5-carboxamido)-1H-benzo[d]imidazole-5-carboxylic acid